NC1=C(N=CC(=N1)N1CCC2(CC1)C(C1C(OCC1)C2)N)SC2=C(C(=NC=C2)N)Cl 1'-(6-amino-5-((2-amino-3-chloro-pyridin-4-yl)thio)pyrazin-2-yl)hexahydrospiro[cyclopenta[b]furan-5,4'-piperidin]-4-amine